C(C)(C)(C)OC(=O)N[C@@H](CC(=O)OCC)C=1C=C(C(=CC1F)C)C1=C(C=C(C=C1C)F)O Ethyl (3S)-3-((tert-butoxycarbonyl)amino)-3-(4,4'-difluoro-2'-hydroxy-6,6'-dimethyl-[1,1'-biphenyl]-3-yl)propanoate